C=C(C)[C@H]1[C@@H]2CC[C@H](CN1C(=O)OCC[Si](C)(C)C)N2C(=O)OC(C)(C)C 8-(tert-butyl) 3-(2-(trimethylsilyl)ethyl) (1S,2S,5R)-2-(prop-1-en-2-yl)-3,8-diazabicyclo[3.2.1]octane-3,8-dicarboxylate